6-(3-chloro-2-fluoro-6-(trifluoromethyl)phenyl)pyrimidin-4-ol hydrobromide Br.ClC=1C(=C(C(=CC1)C(F)(F)F)C1=CC(=NC=N1)O)F